C[Al-]([N+]12CC[N+](CC1)(CC2)[Al-](C)(C)C)(C)C trimethyl-(4-trimethylalumanuidyl-1,4-diazoniabicyclo[2.2.2]octan-1-yl)alumanuide